(R)-N-(2-methoxypropyl)-4-(5,6,7,8-tetrahydro-1,8-naphthyridin-2-yl)butyramide CO[C@@H](CNC(CCCC1=NC=2NCCCC2C=C1)=O)C